NC1=NC(=C(C=2N1N=C(N2)CC2=C(C=CC=C2F)CN2S(CCC2)(=O)=O)C2=NC=NC=C2)C=2C=C(C#N)C=CC2 3-(5-amino-2-(2-((1,1-dioxo-isothiazolidin-2-yl)methyl)-6-fluorobenzyl)-8-(pyrimidin-4-yl)-[1,2,4]triazolo[1,5-c]pyrimidin-7-yl)benzonitrile